2-(2,6-difluorophenyl)-N-(methylaminothioformyl)-2-(4-(trifluoromethyl)pyridin-2-yl)acetamide FC1=C(C(=CC=C1)F)C(C(=O)NC(=S)NC)C1=NC=CC(=C1)C(F)(F)F